Ethyl-{4-[3-(5-methoxypyrazin-2-yl) pyridin-2-yl] piperazin-1-yl}-2-azaspiro[3.4]octane-2-carboxylate C(C)C1(N(CC12CCCC2)C(=O)[O-])N2CCN(CC2)C2=NC=CC=C2C2=NC=C(N=C2)OC